CN(C)C(=[NH2+])N(C)C bis(dimethylamino)methaniminium